C(C1=CC=CC=C1)N1C[C@H]([C@](CC1)(C#N)C=1C(=NC(=CC1)C1=C(C=CC=C1)OCC)C(=O)O)CC ((3S,4S)-1-benzyl-4-cyano-3-ethylpiperidin-4-yl)-6-(2-ethoxyphenyl)picolinic acid